[Si](C)(C)(C(C)(C)C)OCC=1N=C(C2=C(N1)N(C(C2(C)C)=O)C2=CC(=C(C=C2)N2C[C@@H](O[C@@H](C2)C)C)F)NCC(F)(F)F 2-(((tert-butyldimethylsilyl)oxy)methyl)-7-(4-((2S,6R)-2,6-dimethylmorpholino)-3-fluorophenyl)-5,5-dimethyl-4-((2,2,2-trifluoroethyl)amino)-5,7-dihydro-6H-pyrrolo[2,3-d]pyrimidin-6-one